rel-5-fluoro-1,3-dimethyl-N-{2-[(2R)-1-methylpyrrolidin-2-yl]imidazo[1,2-a]pyrazin-6-yl}-1H-indazole-6-carboxamide FC=1C=C2C(=NN(C2=CC1C(=O)NC=1N=CC=2N(C1)C=C(N2)[C@@H]2N(CCC2)C)C)C |o1:22|